[O-2].[Y+3].[Ti+4].[Zn+2] Zinc-titanium-yttrium oxide